ClC1=NC=2N(C(=C1)N(C(OC(C)(C)C)=O)CC1=NC3=C(N1C)C=C(C(=C3)F)F)N=CC2C2CC2 tert-butyl (5-chloro-3-cyclopropylpyrazolo[1,5-a]pyrimidin-7-yl)((5,6-difluoro-1-methyl-1H-benzo[d]imidazol-2-yl)methyl)carbamate